4-(1-acryloyl-1,2,3,6-tetrahydropyridin-4-yl)-5-fluoro-2,3-dimethyl-1H-indole-7-carboxamide C(C=C)(=O)N1CCC(=CC1)C1=C2C(=C(NC2=C(C=C1F)C(=O)N)C)C